N1=CC=C(C=C1)C1=CN=C2N1N=C(C=C2)C2=CC=C(C=C2)CO [4-[3-(4-pyridyl)imidazo[1,2-b]pyridazin-6-yl]phenyl]methanol